6-(2-oxopiperidin-1-yl)pyridin O=C1N(CCCC1)C1=CC=CC=N1